2-(bis(3-chloro-4-fluoro-phenyl)methyl)-5-chloro-4-((4-methoxybenzyl)thio)-1H-imidazole ClC=1C=C(C=CC1F)C(C=1NC(=C(N1)SCC1=CC=C(C=C1)OC)Cl)C1=CC(=C(C=C1)F)Cl